FC=1C=CC=2C3=C(NC(C2C1)=O)COC[C@@H]3N(C(=O)C=3NC1=CC=CC(=C1C3)C)C (R)-N-(8-fluoro-6-oxo-1,4,5,6-tetrahydro-2H-pyrano[3,4-c]isoquinolin-1-yl)-N,4-dimethyl-1H-indole-2-carboxamide